F[P-](F)(F)(F)(F)F.CN1C(=[N+](C=C1)CCCC)C 1,2-dimethyl-3-butylimidazolium hexafluorophosphate